C1=C(C=C(C(=C1O)O)O)C(=O)OC2=CC(=CC(=C2O)O)C(=O)OC[C@@H]3[C@H]([C@@H]([C@H](C(O3)OC(=O)C4=CC(=C(C(=C4)OC(=O)C5=CC(=C(C(=C5)O)O)O)O)O)OC(=O)C6=CC(=C(C(=C6)OC(=O)C7=CC(=C(C(=C7)O)O)O)O)O)OC(=O)C8=CC(=C(C(=C8)OC(=O)C9=CC(=C(C(=C9)O)O)O)O)O)OC(=O)C1=CC(=C(C(=C1)OC(=O)C1=CC(=C(C(=C1)O)O)O)O)O The molecule is a gallotannin obtained by acylation of the five hydroxy groups of D-glucose by 3,4-dihydroxy-5-[(3,4,5-trihydroxybenzoyl)oxy]benzoic acid (a gallic acid dimer). It has a role as a carcinogenic agent and a metabolite. It is a gallotannin, a D-glucoside and a monosaccharide derivative. It derives from a gallic acid.